2-(4-bromo-phenyl)-[1,10]phenanthroline BrC1=CC=C(C=C1)C1=NC2=C3N=CC=CC3=CC=C2C=C1